p-tolyl-isobutoxyphosphine C1(=CC=C(C=C1)POCC(C)C)C